CC1=CC=CC=2N(N=NC21)CN(CCO)CCO 2,2'-{[(methyl-1H-benzotriazole-1-yl)methyl]imino}diethanol